N-(1-methyl-3-(pyridin-2-yl)-1H-pyrazol-4-yl)-6-(1H-pyrrolo[3,2-b]pyridin-6-yl)picolinamide CN1N=C(C(=C1)NC(C1=NC(=CC=C1)C=1C=C2C(=NC1)C=CN2)=O)C2=NC=CC=C2